O=C(C(=O)OCC)NC(CC(F)(F)F)C=1N=NNC1 ethyl 2-oxo-2-((3,3,3-trifluoro-1-(1H-1,2,3-triazol-4-yl)propyl)amino)acetate